C(C)O[Si](C(=C)C1=CC=CC=C1)(OCC)OCC triethoxy(1-phenylethenyl)silane